2-(2-bromobenzyloxy)tetrahydro-2H-pyran BrC1=C(COC2OCCCC2)C=CC=C1